CN(C=O)C (N,N-dimethylformamide)